C(C)(C)(C)OC(=O)N1C2CN(C(C1)C2)C2=NC(=NC1=C(C(=C(C=C21)Cl)C2=NC(=CC(=C2C(F)(F)F)C)N(CC2=CC=C(C=C2)OC)CC2=CC=C(C=C2)OC)F)F 5-(7-(6-(bis(4-methoxybenzyl)amino)-4-methyl-3-(trifluoromethyl)pyridin-2-yl)-6-chloro-2,8-difluoroquinazolin-4-yl)-2,5-diazabicyclo[2.2.1]heptane-2-carboxylic acid tert-butyl ester